CS(=O)(=O)C1=NC=CC(=C1)C(=O)O 2-methylsulfonylpyridine-4-carboxylic acid